N1(N=CC=C1)C1=C(CNC2=C3N=CN(C3=NC(=N2)N2CCC(CC2)(O)CN2N=CC(=C2)N)C(C)C)C=CC=C1 1-(6-((2-(1H-pyrazol-1-yl)benzyl)amino)-9-isopropyl-9H-purin-2-yl)-4-((4-amino-1H-pyrazol-1-yl)methyl)piperidin-4-ol